3-chloro-8-fluoro-7-(hydroxymethyl-d2)quinolin-2(1H)-one ClC=1C(NC2=C(C(=CC=C2C1)C([2H])([2H])O)F)=O